2-(5-chloro-2H-benzotriazole-2-yl)-6-tertiary butyl-4-methylphenol ClC1=CC=2C(=NN(N2)C2=C(C(=CC(=C2)C)C(C)(C)C)O)C=C1